C1(CC1)C1=NC=C(C(=N1)N1CCN(CC1)C1=NC=CC=C1C1=NOC(=N1)C(C)C)C#N 2-cyclopropyl-4-(4-(3-(5-isopropyl-1,2,4-oxadiazol-3-yl)pyridin-2-yl)piperazin-1-yl)pyrimidine-5-carbonitrile